O1CCOC12CCC(CC2)N2N=C(C(=C2)C(=O)O)OCCOCCOC 1-{1,4-dioxaspiro[4.5]dec-8-yl}-3-[2-(2-methoxyethoxy)ethoxy]-1H-pyrazole-4-carboxylic acid